(1S)-4,6-difluorospiro[indan-2,4'-piperidine]-1-amine hydrochloride Cl.FC1=C2CC3(CCNCC3)[C@@H](C2=CC(=C1)F)N